CC1(C=2C=CC(=CC2C(CC1)(C)C)C(=O)O)C 5,5,8,8-tetramethyl-5,6,7,8-tetrahydro-2-naphthalenecarboxylic acid